Methyl-8-((2-((2-(4-(dinonylglycyl)piperazin-1-yl)-2-oxoethyl)(nonyl)amino)ethyl)(nonyl)amino)octanoate COC(CCCCCCCN(CCCCCCCCC)CCN(CCCCCCCCC)CC(=O)N1CCN(CC1)C(CN(CCCCCCCCC)CCCCCCCCC)=O)=O